CC1(C2C=CC(C1)C2)C(=O)OCCCC 2-methyl-2-butoxycarbonylbicyclo[2.2.1]Hept-5-ene